ClC=1C=C(C(=O)N2CC=3C(=NN4C3C(N(CC4)[C@H](C)C4=CC=C(C=C4)OC)=O)C[C@H]2C)C=CC1Cl (3R)-2-(3,4-Dichlorobenzoyl)-9-[(1R)-1-(4-methoxyphenyl)ethyl]-3-methyl-1,2,3,4,8,9-hexahydropyrido[4',3':3,4]pyrazolo[1,5-a]pyrazin-10(7H)-one